The molecule is a hydrochloride resulting from the reaction of equimolar amounts of tiagabine and hydrogen chloride. A GABA reuptake inhibitor, it is used for the treatment of epilepsy. It has a role as an anticonvulsant and a GABA reuptake inhibitor. It contains a tiagabine(1+). CC1=C(SC=C1)C(=CCCN2CCC[C@H](C2)C(=O)O)C3=C(C=CS3)C.Cl